methyl 3-amino-4-(pyridin-2-ylamino)benzoate NC=1C=C(C(=O)OC)C=CC1NC1=NC=CC=C1